5-chloro-N-(cyclopropylmethyl)-2-methyl-N'-(2,4,6-trichlorophenyl)-4,6-pyrimidinediamine hydrochloride Cl.ClC=1C(=NC(=NC1NC1=C(C=C(C=C1Cl)Cl)Cl)C)NCC1CC1